CN(C1=CC=C(C=C1)C=1C=CC=2N(N1)C(=CN2)C2=CC=NC=C2)C N,N-dimethyl-4-[3-(4-pyridyl)imidazo[1,2-b]pyridazin-6-yl]aniline